C(CCC)N1N=C(C(=C1C(C)C)O)CC 1-n-butyl-3-ethyl-4-hydroxy-5-isopropyl-pyrazole